Cl.NC1=NC=CC(=N1)C1=C(N=C(S1)C1CCNCC1)C=1C(=C(C=CC1)C(CC)S(=O)(=O)N)F (3-(5-(2-aminopyrimidin-4-yl)-2-(piperidin-4-yl)thiazol-4-yl)-2-fluorophenyl)propane-1-sulfonamide hydrochloride salt